2-(7-bromo-2,3-dihydrobenzofuran-4-yl)propionic acid BrC1=CC=C(C=2CCOC21)C(C(=O)O)C